N-dibenzothiophenyl-N'-isopropylimidazole C1(=CC=CC=2SC3=C(C21)C=CC=C3)N3CN(C=C3)C(C)C